arachidyl benzoate C(C1=CC=CC=C1)(=O)OCCCCCCCCCCCCCCCCCCCC